P(=O)(=O)S=P([O-])([O-])[O-] phosphophosphorothioate